ethyl 2-[(cyclohexyl-carbamoyl)oxy]-3-(1H-pyrazol-1-yl)-propanoate C1(CCCCC1)NC(=O)OC(C(=O)OCC)CN1N=CC=C1